monomethyl acetyl phosphonate-sodium salt [Na].P(OC)(OC(C)=O)=O